O=C1NC(CCC1N1C(C2=CC=CC(=C2C1=O)NCC=1C=NN(C1)C1CCN(CC1)C(CC#N)=O)=O)=O 3-(4-(4-(((2-(2,6-dioxopiperidin-3-yl)-1,3-dioxoisoindolin-4-yl)amino)methyl)-1H-pyrazol-1-yl)piperidin-1-yl)-3-oxopropanenitrile